C(CCC)OC(=O)CCCCCC=C1C2=CC=CC=C2C(C=2C=CC=CC12)=CCCCCCC(=O)OCCCC 9,10-bis(n-butoxycarbonylhexylidene)anthracene